COC1=NC=C(C(=N1)OC)B(O)O 2,4-dimethoxy-5-pyrimidinylboronic acid